vinyl-sulfonate, acrylic acid salt C(C=C)(=O)O.C(=C)S(=O)(=O)O